O=C1N(CC2=C(C=CC=C12)NC1=NC(=NC=C1)N1CCC(CC1)N1N=CC(=C1)C1=NC2=CC=CC=C2N=C1)C1C(NC(CC1)=O)=O 3-(1-oxo-4-((2-(4-(4-(quinoxalin-2-yl)-1H-pyrazol-1-yl)piperidin-1-yl)pyrimidin-4-yl)amino)isoindolin-2-yl)piperidine-2,6-dione